Phospho-valproic acid CCCC(CCC)(C(=O)O)P(=O)=O